C(C)(C)[Li] sec-propyl-lithium